[OH-].C(CC)OCCCN1C=[N+](C=C1)CCCOCCC 1,3-bis(3-propoxypropyl)imidazolium hydroxide